C(C)(C)(C)OC(=O)N1C[C@H](CC1)[C@@H](C(=O)N1C(OC[C@@H]1CC1=CC=CC=C1)=O)CC1=CSC(=C1)Br (3R)-3-[(2S)-1-[(4S)-4-benzyl-2-oxo-1,3-oxazolidin-3-yl]-3-(5-bromothiophene-3-yl)-1-oxopropane-2-yl]pyrrolidine-1-carboxylic acid tert-butyl ester